CC1C(OC(O1)=O)=O 5-methyl-1,3-dioxolane-2,4-dione